(2R,4S,4aS)-9,10-difluoro-2,4-dimethyl-8-(3-methylisoxazol-5-yl)-2,4,4a,6-tetrahydro-1H,1'H-spiro[[1,4]oxazino[4,3-a]quinoline-5,5'-pyrimidine]-2',4',6'(3'H)-trione FC1=C(C=C2CC3(C(NC(NC3=O)=O)=O)[C@@H]3N(C2=C1F)C[C@H](O[C@H]3C)C)C3=CC(=NO3)C